tributyl-benzyl-phosphonium hydroxide [OH-].C(CCC)[P+](CC1=CC=CC=C1)(CCCC)CCCC